SCCC[Si](OC)(OC)C γ-mercaptopropyl-methyl-dimethoxysilane